C[C@@H]1CN(CCO1)C1=CC=C(C=C1)B1OC(C(O1)(C)C)(C)C (R)-2-methyl-4-(4-(4,4,5,5-tetramethyl-1,3,2-dioxaborolan-2-yl)phenyl)morpholine